thiodiethylene bis[3-(3,5-di-tert-butyl-4-hydroxyphenyl) propionate] (thiodiethylene bis[3-(3,5-di-t-butyl-4-hydroxy-phenyl) propionate]) S(CCC(C(=O)O)CC1=CC(=C(C(=C1)C(C)(C)C)O)C(C)(C)C)CCC(C(=O)O)CC1=CC(=C(C(=C1)C(C)(C)C)O)C(C)(C)C.C(C)(C)(C)C=1C=C(C=C(C1O)C(C)(C)C)CCC(=O)OCCSCCOC(CCC1=CC(=C(C(=C1)C(C)(C)C)O)C(C)(C)C)=O